ethyl 2-(5-([1,1'-biphenyl]-3-yl)-3-cyclopropyl-4-(4-sulfamoylbenzyl)-1H-pyrazol-1-yl)thiazole-4-carboxylate C1(=CC(=CC=C1)C1=C(C(=NN1C=1SC=C(N1)C(=O)OCC)C1CC1)CC1=CC=C(C=C1)S(N)(=O)=O)C1=CC=CC=C1